C1(CC2C(CC1)O2)CC[Si](OC)(OC)OC β-(3,4-epoxycyclohexyl)ethyl-trimethoxysilane